FC1=C(N=CC2=C1N=C(N=C2N2CC1CC(CC(C2)N1)O)OCC12CCCN2CCC1)C1=CC(=CC2=CC=CC=C12)O 3-(8-Fluoro-7-(3-hydroxynaphthalen-1-yl)-2-((tetrahydro-1H-pyrrolizin-7a(5H)-yl)methoxy)pyrido[4,3-d]pyrimidin-4-yl)-3,9-diazabicyclo[3.3.1]nonan-7-ol